N-{(1S)-3-[3-exo-(4-Fluoro-1H-benzimidazol-1-yl)-8-azabicyclo[3.2.1]oct-8-yl]-1-phenylpropyl}-3-azetidinecarboxamide FC1=CC=CC=2N(C=NC21)C2CC1CCC(C2)N1CC[C@@H](C1=CC=CC=C1)NC(=O)C1CNC1